(R)-1-phenylethyl (1-methyl-4-(6-methyl-5-(methylsulfonamido) pyridin-2-yl)-1H-1,2,3-triazol-5-yl)carbamate CN1N=NC(=C1NC(O[C@H](C)C1=CC=CC=C1)=O)C1=NC(=C(C=C1)NS(=O)(=O)C)C